CN1N=C(C(=C1)C1=NC=CC=N1)C(=O)[O-].[Li+] lithium 1-methyl-4-(pyrimidin-2-yl)-1H-pyrazole-3-carboxylate